S(N)(OCC[C@@H]1OC2(O[C@H]1C1=C(C=CC=C1)Cl)CCCCC2)(=O)=O 2-((2S,3S)-3-(2-chlorophenyl)-1,4-dioxaspiro[4.5]decan-2-yl)ethyl sulfamate